isopropyl fluoropropionate FC(C(=O)OC(C)C)C